1,1,1,2,2,3,3,4,4-nonafluorodecane FC(C(C(C(CCCCCC)(F)F)(F)F)(F)F)(F)F